N1CC(CC1)NC(=O)C1CNCCO1 N-pyrrolidin-3-yl-morpholine-2-carboxamide